2-((S)-4-(2-(((S)-1-methylpyrrolidin-2-yl)methoxy)-7-((5-(trifluoromethyl)-1H-indazol-4-yl)methyl)-5H-pyrrolo[3,2-d]pyrimidin-4-yl)piperazin-2-yl)acetonitrile CN1[C@@H](CCC1)COC=1N=C(C2=C(N1)C(=CN2)CC2=C1C=NNC1=CC=C2C(F)(F)F)N2C[C@@H](NCC2)CC#N